tert.-butyl methyl ether COC(C)(C)C